5-chloro-4-(5,5-dimethyl-5,6-dihydro-4H-pyrrolo[1,2-b]pyrazol-3-yl)-N-(4-((methylsulfonyl)methyl)pyridin-2-yl)pyridin-2-amine ClC=1C(=CC(=NC1)NC1=NC=CC(=C1)CS(=O)(=O)C)C1=C2N(N=C1)CC(C2)(C)C